CC(C(=O)N1CCC2(CC1)C(NC1=CC=C(C=C12)C(=O)O)=O)C 1'-(2-methylpropanoyl)-2-oxospiro[indoline-3,4'-piperidine]-5-carboxylic acid